C(C)(C)(C)OC(=O)N[C@H](C(=O)O)[C@@H](COC1CC(C1)CCC1=NC=2NCCCC2C=C1)C (2S,3S)-2-((tert-butoxycarbonyl)amino)-3-methyl-4-((1S,3S)-3-(2-(5,6,7,8-tetrahydro-1,8-naphthyridin-2-yl)ethyl)cyclobutoxy)butanoic acid